C(=O)(O)C1=CC=C(C=C1)C=1C=CC=2N(C3=CC=C(C=C3C2C1)C1=CC=C(C=C1)C(=O)O)C=1C=C(C=C(C(=O)O)C1)C(=O)O 5-(3,6-bis(4-carboxyphenyl)-9H-carbazol-9-yl)isophthalic acid